C1(CCC1)[Bi](C1CCC1)N[BiH]N([Bi](C1CCC1)C1CCC1)C1CCC1 dicyclobutylbismuthanylamino(cyclobutyl)bismuthanyl(dicyclobutylbismuthanyl)-amine